4-(4-bromotetrahydropyran-2-yl)-1-(trifluoromethyl)pyrazole BrC1CC(OCC1)C=1C=NN(C1)C(F)(F)F